OC1=C(C=C(C=C1)C1C(C2(N3CCCC13)C(C1=CC=CC3=CC=CC2=C13)=O)C(C1=CC(=CC=C1)OC)=O)OC (4-hydroxy-3-methoxyphenyl)-2'-(3-methoxybenzoyl)-1',2',5',6',7',7a'-hexahydro-2H-spiro[acenaphthylene-1,3'-pyrrolizin]-2-one